FC=1C=C2N=CC=3N(C(N4[C@H](CC(C(=C2C34)C1C=1C=NC(=CC1)OCCCN1CCCCC1)=O)CC(C)C)=O)C (S)-6-fluoro-10-isobutyl-2-methyl-7-(6-(3-(piperidin-1-yl)propoxy)pyridin-3-yl)-9,10-dihydro-8-oxo-2,4,10a-triazanaphtho[2,1,8-cde]Azulene-1(2H)-one